antimonic chloride [Sb](Cl)(Cl)(Cl)(Cl)Cl